1-(2-((4,4-difluorocyclohexyl)amino)-6-(4-methylthiazol-2-yl)pyridin-4-yl)-2-(1,3,4-oxadiazol-2-yl)ethan-1-ol FC1(CCC(CC1)NC1=NC(=CC(=C1)C(CC=1OC=NN1)O)C=1SC=C(N1)C)F